2-iodotelluro-phenothiazine I[Te]C1=CC=2NC3=CC=CC=C3SC2C=C1